C(C)N1N=CC(=C1)C1=CC=NC2=C(C=CC=C12)NC(C1=CN=C(C=C1)OC(C)C)=O N-(4-(1-ethyl-1H-pyrazol-4-yl)quinolin-8-yl)-6-isopropoxynicotinamide